3-benzyl-3-azabicyclo[3.3.1]nonan-9-one C(C1=CC=CC=C1)N1CC2CCCC(C1)C2=O